(1r,4r)-4-[4-([2-[2,6-dioxopiperidin-3-yl]-1,3-dioxoisoindol-4-yl]amino)piperidine-1-carbonyl]cyclohexane-1-carboxylic acid O=C1NC(CCC1N1C(C2=CC=CC(=C2C1=O)NC1CCN(CC1)C(=O)C1CCC(CC1)C(=O)O)=O)=O